NCC1CCN(CC1)C(=O)C1=C(C(=NN1C=1SC(=C(N1)C1=CC(=C(C=C1)Cl)Cl)SCCC)C)CC1=C(C=CC=C1)NS(=O)(=O)C N-(2-((5-(4-(aminomethyl)piperidine-1-carbonyl)-1-(4-(3,4-dichlorophenyl)-5-(propylthio)thiazol-2-yl)-3-methyl-1H-pyrazol-4-yl)methyl)phenyl)methanesulfonamide